FC1=C(C=2C(=CNC2C=C1)CCNC(C)C)O 5-fluoro-3-(2-(isopropylamino)ethyl)-1H-indol-4-ol